(3H-1,2,3-triazolo[4,5-b]pyridin-3-yloxy)tris-1-pyrrolidinylphosphonium hexafluorophosphate F[P-](F)(F)(F)(F)F.N1=NN(C2=NC=CC=C21)O[P+](N2CCCC2)(N2CCCC2)N2CCCC2